CC1C(C(CC(C1)N)C)N 2,6-dimethyl-1,4-cyclohexanediamine